ClC=1C(=C(N2N=C(N=CC21)N[C@H]2[C@H](CN(CC2)C(=O)OC(C)(C)C)O)C2(CCC2)CC)I tert-butyl (3S,4R)-4-{[5-chloro-7-(1-ethylcyclobutyl)-6-iodopyrrolo[2,1-f][1,2,4]triazin-2-yl]amino}-3-hydroxypiperidine-1-carboxylate